1-(bromoethynyl)-4-methylbenzene BrC#CC1=CC=C(C=C1)C